(S)-2-(4-(tert-butoxy)-4-oxobutanamido)-3-Phenylpropanoic acid C(C)(C)(C)OC(CCC(=O)N[C@H](C(=O)O)CC1=CC=CC=C1)=O